P(=O)(O)(O)OC[C@@H]1[C@H]([C@H]([C@@H](O1)N1C(=O)N=C(N)C(=C1)C)O)O 5-methylcytidine 5'-monophosphate